5-amino-1-(2,2,2-trifluoroethyl)-1H-indole-2-carboxylic acid ethyl ester C(C)OC(=O)C=1N(C2=CC=C(C=C2C1)N)CC(F)(F)F